OCCN(CCCCCCCC(=O)O)CCCCCC(OCCCCCCCCCCC)=O 8-[(2-hydroxyethyl)[6-oxo-6-(undecyloxy)hexyl]amino]octanoic acid